silver (I) 3-chloro-2,4-pentanedione ClC(C(C)=O)C(C)=O.[Ag+]